FC=1C=C(CC=2NC(=NN2)C(=O)NC2=NC=CC(=C2)C2=C(C=CC(=C2)OCC2CCOCC2)C(F)(F)F)C=CC1 5-(3-fluorobenzyl)-N-(4-(5-((tetrahydro-2H-pyran-4-yl)methoxy)-2-(trifluoromethyl)phenyl)pyridin-2-yl)-4H-1,2,4-triazole-3-carboxamide